[Ag].[Zn].[Pb].[Mn].[Fe] iron-manganese lead-zinc-silver